(R)-3-(4-(2-(tert-butoxy)-2-oxoethyl)phenyl)-2-methylpropanoic acid methyl ester COC([C@@H](CC1=CC=C(C=C1)CC(=O)OC(C)(C)C)C)=O